C(#N)C(C)C1=CC=C(C(=O)N)C=C1 4-((1-cyano)ethyl)benzamide